ClC=1C=C(C=NC1OC1=CC=CC=C1)NC=1C2=C(N=CN1)C=CC(=N2)N2CC1(CCN1C(C#CC)=O)C2 1-(6-(4-((5-chloro-6-phenoxypyridin-3-yl)amino)pyrido[3,2-d]pyrimidin-6-yl)-1,6-diazaspiro[3.3]heptan-1-yl)but-2-yn-1-one